BrC1=C(C=C(C=C1OC)CC(C)N)OC 1-(4-bromo-3,5-dimethoxyphenyl)propan-2-amine